4-((5-(2-chloro-4-fluoro-3-hydroxyphenyl)-1,3,4-thiadiazol-2-yl)methyl)-6-ethyl-4,6-diazaspiro[2.4]heptane-5,7-dione ClC1=C(C=CC(=C1O)F)C1=NN=C(S1)CN1C2(CC2)C(N(C1=O)CC)=O